CC1=C(C2=C(N=C(N=C2)SC)NC1=O)C#C[Si](C(C)C)(C(C)C)C(C)C 6-methyl-2-(methylsulfanyl)-5-[2-(triisopropylsilyl)ethynyl]-8H-pyrido[2,3-d]pyrimidin-7-one